FC1=C(C(=CC(=C1)S(=O)(=O)C)C)O 2-fluoro-6-methyl-4-methylsulfonyl-phenol